COCCN1C(=CC2=CC=C(C=C12)OC1=NC=C(N=C1)C1=NC(=NO1)C1=CC=C(C=C1)C(F)(F)F)C(=O)N1CCN(CC1)CC1=CC=C(C=C1)OCC(F)(F)F (1-(2-methoxyethyl)-6-((5-(3-(4-(trifluoromethyl)phenyl)-1,2,4-oxadiazol-5-yl)pyrazin-2-yl)oxy)-1H-indol-2-yl)(4-(4-(2,2,2-trifluoroethoxy)benzyl)piperazin-1-yl)methanone